CNC1=NC(=NC(=C1)C)NC=1C=C(C2=C(CCO2)C1)N1C[C@@H]2[C@H](C1)CNC2 |r| N4,6-dimethyl-N2-[7-[rac-(3aS,6aR)-2,3,3a,4,6,6a-hexahydro-1H-pyrrolo[3,4-c]pyrrol-5-yl]-2,3-dihydrobenzofuran-5-yl]pyrimidine-2,4-diamine